N-({6-[(1,7a-diaza-2-indenyl)methoxy]-5-chloro-2-indolyl}methyl)1-methylcyclopropanecarboxamide N1=C(C=C2C=CC=CN12)COC1=C(C=C2C=C(NC2=C1)CNC(=O)C1(CC1)C)Cl